(S)-4-((2-methoxyethyl)(4-(5,6,7,8-tetrahydro-1,8-naphthyridin-2-yl)butyl)amino)-2-(tetrahydro-2H-pyran-4-carboxamido)butanoic acid COCCN(CC[C@@H](C(=O)O)NC(=O)C1CCOCC1)CCCCC1=NC=2NCCCC2C=C1